tert-butyl (3-bromo-5-((3-bromo-5-(trifluoromethyl)phenyl)difluoromethyl)benzoyl)glycinate BrC=1C=C(C(=O)NCC(=O)OC(C)(C)C)C=C(C1)C(F)(F)C1=CC(=CC(=C1)C(F)(F)F)Br